FC=1C=C(C=CC1F)C(CN(C)C)O 1-(3,4-difluorophenyl)-2-(dimethylamino)ethan-1-ol